1-(5-(2,5-dichlorobenzyl)octahydropyrrolo-[3,4-c]pyrrole-2-carbonyl)-1H-pyrazole-3-carboxamide ClC1=C(CN2CC3C(C2)CN(C3)C(=O)N3N=C(C=C3)C(=O)N)C=C(C=C1)Cl